5-[4-(isoquinolin-6-yl)-1,2,3-triazol-1-yl]-1-oxo-3H-isoindol-2-ylpiperidine-2,6-dione C1=NC=CC2=CC(=CC=C12)C=1N=NN(C1)C=1C=C2CN(C(C2=CC1)=O)N1C(CCCC1=O)=O